6-trifluoromethyl-13,13-dimethyl-3,13-dihydro-indeno[2',3':3,4]naphtho[1,2-b]pyran FC(C=1C=CC=2C3=C(C4=C(OCC=C4)C2C1)C(C1=CC=CC=C13)(C)C)(F)F